(1R,2S,3R,5R)-3-(4-(Methylamino)-7H-pyrrolo[2,3-d]pyrimidin-7-yl)-5-((E)-5-(phenethylamino)pent-1-en-1-yl)cyclopentane-1,2-diol CNC=1C2=C(N=CN1)N(C=C2)[C@H]2[C@@H]([C@@H]([C@H](C2)\C=C\CCCNCCC2=CC=CC=C2)O)O